C(C)N1C=2C3=CN=C(C(O[C@@H](C4=CC(=CC=C4C=4N=CC(=CC4CC2C=N1)OC)F)C)=C3)N (20R)-3-ethyl-17-fluoro-10-methoxy-20-methyl-21-oxa-3,4,12,24-tetraazapentacyclo[20.3.1.02,6.08,13.014,19]hexacosa-1(25),2(6),4,8(13),9,11,14,16,18,22(26),23-undecaen-23-amine